8-bromo-1-(tetrahydro-2H-pyran-4-yl)imidazo[1,2-a]quinoxaline BrC1=CC=C2N=CC=3N(C2=C1)C(=CN3)C3CCOCC3